C(C)OC1=C(C=CC(=C1)N)C1=CC=C(C=C1)N 2'-ethoxy-4,4'-diaminobiphenyl